C(C)(C)(C)OC(=O)N1C[C@@H](OCC1)CC1=C(N=C2N1C=CC(=C2)C)C2=C(C=C(C=C2F)N2N=CN=C2)F (S)-2-((2-(2,6-difluoro-4-(1H-1,2,4-triazol-1-yl)phenyl)-7-methylimidazo[1,2-a]pyridin-3-yl)methyl)morpholine-4-carboxylic acid tert-butyl ester